[Cu].[Al].[Cu].[Al] aluminum-copper-aluminum-copper